FC1=C(C=CC=C1[N+](=O)[O-])C=1C(=CC=CC1)C=1C(=CC=CC1)C=1C(=CC=CC1)N 2'''-fluoro-3'''-nitro-[1,1':2',1'':2'',1'''-quaterphenyl]-2-amine